C(#N)[C@H](C[C@H]1C(NCCC1)=O)NC(=O)[C@@H]1N([C@H]2CC([C@@H]1CC2)(F)F)C([C@H](CC2CCC2)NC(C(F)(F)F)=O)=O (1R,3R,4R)-N-[(1S)-1-cyano-2-[(3S)-2-oxo-3-piperidyl]ethyl]-2-[(2S)-3-cyclobutyl-2-[(2,2,2-trifluoroacetyl)amino]propanoyl]-5,5-difluoro-2-azabicyclo[2.2.2]octane-3-carboxamide